(R)-1-(2,5-difluoropyridin-3-yl)ethyl (4-(5-(3,3-difluorocyclobutane-1-carboxamido)pyrimidin-2-yl)-1-methyl-1H-pyrazol-5-yl)carbamate FC1(CC(C1)C(=O)NC=1C=NC(=NC1)C=1C=NN(C1NC(O[C@H](C)C=1C(=NC=C(C1)F)F)=O)C)F